ClC1=C(CN[C@@H](CCOCCCCC2=NC=3NCCCC3C=C2)C(=O)O)C(=CN=C1)C N-(3-chloro-5-methylisonicotinyl)-O-(4-(5,6,7,8-tetrahydro-1,8-naphthyridin-2-yl)butyl)homoserine